Ethyl 5-[(2-chloroacetyl)amino]-6-(7-fluoro-1H-indazole-4-carbonyl)pyridine-3-carboxylate ClCC(=O)NC=1C=C(C=NC1C(=O)C=1C=2C=NNC2C(=CC1)F)C(=O)OCC